[4-(3,5-Dichlorophenyl)piperazin-1-yl]-(2-ethoxyphenyl)methanone ClC=1C=C(C=C(C1)Cl)N1CCN(CC1)C(=O)C1=C(C=CC=C1)OCC